hydroxypropylsulfonate sodium salt [Na+].OCCCS(=O)(=O)[O-]